BrC=1C=C(C=CC1NC1=CC(=CC=C1)C(F)(F)F)C1(C(NCC1)=O)C 3-(3-bromo-4-((3-(trifluoromethyl)phenyl)amino)phenyl)-3-methylpyrrolidin-2-one